C(CCCCCCC)(S)=O Octanethioic S-acid